C(C)[PH2]=O (ethyl)phosphine oxide